ClC1=C(C=CC(=C1)Cl)\C=1\CCCC2=C(/C1/C1=CC=C(C=C1)CC1CN(CC1)CC=CC(=O)N(C)C)C=CC(=C2)C(=O)O (E)-8-(2,4-dichlorophenyl)-9-(4-((1-(4-(dimethylamino)-4-oxobut-2-en-1-yl)pyrrolidin-3-yl)methyl)phenyl)-6,7-dihydro-5H-benzo[7]annulene-3-carboxylic acid